CC(CC1=CC2=C(C=C1)OCO2)(C)NC α,α,N-tri-methyl-3,4-methylenedioxyphenethylamine